C[Si](CCC(C(=O)OCC)CCCCNC(C(CNC(C=C=C)=O)NC(C=C=C)=O)=O)(C)C ethyl 2-(trimethylsilyl)ethyl-6-(2,3-di(buta-2,3-dienamido)propionamido)hexanoate